[Pt+2].C(CC)[Si](C(C(=O)CC)C(C)=O)(OC)OC.C(CC)[Si](C(C(=O)CC)C(C)=O)(OC)OC bis[2-(propyldimethoxysilyl)1-ethyl-1,3-butanedione] platinum (II)